(R)-3-(3-chloro-4-fluorophenyl)-1-(1-(7-fluoro-2-methyl-1-oxo-1,2-dihydroisoquinolin-4-yl)ethyl)-1-methylurea ClC=1C=C(C=CC1F)NC(N(C)[C@H](C)C1=CN(C(C2=CC(=CC=C12)F)=O)C)=O